rac-(3S)-1-[6-[[6-(trifluoromethyl)-3-pyridinyl]methyl]-2-azaspiro[3.4]octane-2-carbonyl]pyrrolidine-3-carboxamide FC(C1=CC=C(C=N1)CC1CC2(CN(C2)C(=O)N2C[C@H](CC2)C(=O)N)CC1)(F)F |r|